Choline-D4 Chloride [2H]C([2H])(C([2H])([2H])O)[N+](C)(C)C.[Cl-]